(S)-3-amino-6-(2-(5,5-dimethyl-5,6-dihydro-4H-pyrrolo[1,2-b]pyrazol-3-yl)pyridin-4-yl)-N-(4-azaspiro[2.5]octan-6-yl)pyrazine-2-carboxamide NC=1C(=NC(=CN1)C1=CC(=NC=C1)C1=C2N(N=C1)CC(C2)(C)C)C(=O)N[C@@H]2CNC1(CC1)CC2